bis-phenolate hafnium [Hf+2].C1(=CC=CC=C1)[O-].C1(=CC=CC=C1)[O-]